CN1N=C(C2=NC=C(C=C21)CC2CCC(CC2)C(=O)N2OCC[C@H]2C2=NC=C(N=C2)C)C [4-[(1,3-dimethylpyrazolo[4,3-b]pyridin-6-yl)methyl]cyclohexyl]-[(3S)-3-(5-methylpyrazin-2-yl)-1,2-oxazolidin-2-yl]methanone